N-({4-bromo-1H,3H-furo[3,4-c]quinolin-7-yl}methyl)-N-(4,4-difluoro-1,1-dioxo-3,4-dihydro-2H-1λ6-benzothiopyran-8-yl)-2-(trifluoro-methyl)pyrimidine-5-carboxamide BrC1=NC=2C=C(C=CC2C2=C1COC2)CN(C(=O)C=2C=NC(=NC2)C(F)(F)F)C2=CC=CC=1C(CCS(C12)(=O)=O)(F)F